N-((1-decyl-1H-1,2,3-triazol-4-yl)methyl)-3',4,4',5-tetramethoxy-[1,1'-biphenyl]-2-sulfonamide C(CCCCCCCCC)N1N=NC(=C1)CNS(=O)(=O)C=1C(=CC(=C(C1)OC)OC)C1=CC(=C(C=C1)OC)OC